1-(2-Methyl-4-(6-(1-methyl-1H-pyrazol-4-yl)pyrazolo[1,5-a]pyrazin-4-yl)benzyl)-4-neopentylpiperazin-2-one CC1=C(CN2C(CN(CC2)CC(C)(C)C)=O)C=CC(=C1)C=1C=2N(C=C(N1)C=1C=NN(C1)C)N=CC2